C1(CCCC1)C1OC2=C(NC1=O)C=C(C=C2C=2C1=C(C(N(C2)C)=O)NC=C1)OC 2-cyclopentyl-6-methoxy-8-(6-methyl-7-oxo-6,7-dihydro-1H-pyrrolo[2,3-c]pyridin-4-yl)-2H-1,4-benzoxazin-3(4H)-one